2-(4-bromophenyl)-1-phenylethan-1-one BrC1=CC=C(C=C1)CC(=O)C1=CC=CC=C1